Cl.Cl.[C@H]12CN(C[C@H](CC1)N2)C2=NC(=NC1=C(C(=C(C=C21)Cl)C2=CC(=CC1=CC=CC=C21)O)F)OCCN2CCCC2 4-((S or R)-4-((1R,5S)-3,8-diazabicyclo[3.2.1]octan-3-yl)-6-chloro-8-fluoro-2-(2-(pyrrolidin-1-yl)ethoxy)quinazolin-7-yl)naphthalen-2-ol dihydrochloride